ethylmethylparaben C(C)C1=C(C(OC)=O)C=CC(=C1)O